C(C)NC=1C(=C(C=CC1F)NC(C1=CC=CC=C1)=O)F N-(3-(ethylamino)-2,4-difluorophenyl)benzamide